O[C@H](C(=O)OCC1=CC(=CC=C1)C1=CC(=C(C=C1)C1=CCCCC1)F)C (2S)-3-[4-(cyclohex-1-en-1-yl)-3-fluorophenyl]-benzyl 2-hydroxypropionate